N-[(2R,3S)-2-(3-Chlorophenyl)-1-[1-(1-methyl-6-oxo-3-pyridyl)indazol-5-yl]-5-oxo-pyrrolidin-3-yl]-2,2-difluoro-propanamid ClC=1C=C(C=CC1)[C@H]1N(C(C[C@@H]1NC(C(C)(F)F)=O)=O)C=1C=C2C=NN(C2=CC1)C1=CN(C(C=C1)=O)C